[Si](C)(C)(C(C)(C)C)OC(CS[C@H]1O[C@@H]([C@H]([C@@H]([C@@H]1C1=C(C(=O)[O-])C=CC=C1)C1=C(C(=O)[O-])C=CC=C1)C1=C(C(=O)[O-])C=CC=C1)C=O)C=C (2R,3R,4S,5R,6S)-2-((2-((tert-Butyldimethylsilyl) oxy) but-3-en-1-yl) thio)-6-formyltetrahydro-2H-pyran-3,4,5-triyltri-benzoate